tert-Butyl 4-(4-(4-isopropyl-5-(8-methyl-[1,2,4]triazolo[1,5-a]pyridin-6-yl)-1-((2-(trimethylsilyl)ethoxy)methyl)-1H-pyrazol-3-yl)phenyl)-3-oxopiperazine-1-carboxylate C(C)(C)C=1C(=NN(C1C=1C=C(C=2N(C1)N=CN2)C)COCC[Si](C)(C)C)C2=CC=C(C=C2)N2C(CN(CC2)C(=O)OC(C)(C)C)=O